FC1=C(C=CC=C1)C(C(/C=C/C1=CC=CC=C1)=O)C (E)-4-(2-fluorophenyl)-1-phenyl-1-penten-3-one